Phenyl[(diphenyltriazinyl)phenyl]dibenzoSelenophene C1(=CC=CC=C1)C1=C(C2=C([Se]C3=C2C=CC=C3)C=C1)C1=C(C=CC=C1)C1=NN=NC(=C1C1=CC=CC=C1)C1=CC=CC=C1